(4aR,5S,6aS,7S)-5-hydroxy-4a,6a-dimethyl-7-(2-methyl-1,3-dioxolan-2-yl)-4,4a,4b,5,6,6a,7,8,9,9a,9b,10-dodecahydro-1H-indeno[5,4-f]quinolin-2(3H)-one O[C@H]1C[C@@]2([C@H](CCC2C2C1[C@]1(CCC(NC1=CC2)=O)C)C2(OCCO2)C)C